N1CNC2=C1C=CC(=C2)C(=O)O dihydro-1H-benzo[d]imidazole-5-carboxylic acid